1-(4-trifluoromethoxybenzyl)-1H-1,2,3-triazole FC(OC1=CC=C(CN2N=NC=C2)C=C1)(F)F